DIALLYLDIMETHYLSILANE C(C=C)[Si](C)(C)CC=C